FC1=C(C=C2C=CN(C(C2=C1)=O)C[C@H]1C[C@H](CCC1)NC=1C=NNC(C1C(F)(F)F)=O)C1=NC=C(C=N1)OCCO 7-fluoro-6-[5-(2-hydroxyethoxy)pyrimidin-2-yl]-2-[[(1R,3S)-3-[[6-oxo-5-(trifluoromethyl)-1H-pyridazin-4-yl]amino]cyclohexyl]methyl]isoquinolin-1-one